C(C)C(CC(C(CC(CCCC)CC)O)O)CCCC di(2-ethylhexyl)ethylene glycol